(S)-quinuclidin-3-yl (5-(3,4-dichlorophenyl)-2,2-dimethyl-2,3-dihydro-1H-inden-1-yl)carbamat ClC=1C=C(C=CC1Cl)C=1C=C2CC(C(C2=CC1)NC(O[C@@H]1CN2CCC1CC2)=O)(C)C